(1r,4R)-1-(4-(((R)-1-(3-(difluoromethyl)-2-fluorophenyl)ethyl)amino)-7-(2-fluoroethoxy)-2-methylpyrido[2,3-d]pyrimidin-6-yl)cyclohexane-1,4-diol FC(C=1C(=C(C=CC1)[C@@H](C)NC=1C2=C(N=C(N1)C)N=C(C(=C2)C2(CCC(CC2)O)O)OCCF)F)F